CC(CNC(OC(C)(C)C)=O)CCC(C=1SC=CC1)=O tert-butyl (2-methyl-5-oxo-5-(thiophen-2-yl)pentyl)carbamate